1-ethyl-2,3-dimethylimidazolium hydrogensulfate S(=O)(=O)(O)[O-].C(C)N1C(=[N+](C=C1)C)C